1-(4-(3-(3-(difluoromethyl)-4-nitro-1H-pyrazol-1-yl)azetidin-1-yl)piperidin-1-yl)-2-hydroxyethan-1-one FC(C1=NN(C=C1[N+](=O)[O-])C1CN(C1)C1CCN(CC1)C(CO)=O)F